6-(1H-imidazol-1-yl)-4-methoxy-N-(2-(trifluoromethyl)pyridin-4-yl)picolinamide N1(C=NC=C1)C1=CC(=CC(=N1)C(=O)NC1=CC(=NC=C1)C(F)(F)F)OC